5-[[2-[6-(trifluoromethoxy)quinazolin-4-yl]-2,7-diazaspiro[3.5]nonan-7-yl]methyl]indole-2-carbonitrile FC(OC=1C=C2C(=NC=NC2=CC1)N1CC2(C1)CCN(CC2)CC=2C=C1C=C(NC1=CC2)C#N)(F)F